4-Chloro-1-ethyl-5-[({4-oxo-3H,5H,6H,7H-cyclopenta[d]pyrimidin-2-yl}sulfanyl)methyl]pyrrole-3-carbonitrile ClC=1C(=CN(C1CSC=1NC(C2=C(N1)CCC2)=O)CC)C#N